N[C@@H]1C2=CC=CC=C2CC12CCN(CC2)C=2NC(C1=C(N2)NN=C1C=1C=2C(=CC(=NC2CCC1)C(F)(F)F)C(F)(F)F)=O (S)-6-(1-amino-1,3-dihydrospiro[indene-2,4'-piperidine]-1'-yl)-3-(2,4-bis(trifluoromethyl)-7,8-dihydroquinolin-5-yl)-1,5-dihydro-4H-pyrazolo[3,4-d]pyrimidin-4-one